2-[(2S)-2-amino-4-fluorobutyl]-5-chloro-N-[(furan-2-yl)methyl]-3-methylthieno[3,2-b]pyridin-7-amine N[C@H](CC1=C(C2=NC(=CC(=C2S1)NCC=1OC=CC1)Cl)C)CCF